COCC1=C(N=C2N1CCNC2=O)C2=NC(=NC=C2C)S(=O)(=O)C (methoxymethyl)-2-(5-methyl-2-methylsulfonyl-pyrimidin-4-yl)-5,6-dihydroimidazo[1,2-a]pyrazin-8-one